OCC=1C=NN(C1)CCC1=CC=C2CCCN(C2=N1)C(=O)OC(C)(C)C tert-butyl 7-(2-(4-(hydroxymethyl)-1H-pyrazol-1-yl) ethyl)-3,4-dihydro-1,8-naphthyridine-1(2H)-carboxylate